(S)-N-(1-(5-(2-methoxyquinolin-3-yl)-1,3,4-oxadiazol-2-yl)-7-oxononyl)-2-(2-azaspiro[3.3]heptan-6-yl)acetamide COC1=NC2=CC=CC=C2C=C1C1=NN=C(O1)[C@H](CCCCCC(CC)=O)NC(CC1CC2(CNC2)C1)=O